4-bromo-1-(4-bromobutyl)-pyrazole BrC=1C=NN(C1)CCCCBr